1-(4-Fluorobenzyl)-1H-indazole-5-carboxylic acid FC1=CC=C(CN2N=CC3=CC(=CC=C23)C(=O)O)C=C1